C(C)(C)(C)[S@@](=O)NC1(COC1)C1=C(C=C(C=C1)CC(=O)OCC)Cl |r| (±)-ethyl 2-[4-[3-(tert-butylsulfinylamino)oxetan-3-yl]-3-chloro-phenyl]acetate